CC=1C=C(C(=NC1)C(=O)OC)C(=O)OC dimethyl 5-methyl-2,3-pyridinedicarboxylate